4-amino-2-methyl-5,6-trimethylenepyrimidine CC1=NC2=C(CCC2)C(=N1)N